ClC1=CC(=C(C(=C1)C)C1=NC=2C(=NC=C(N2)N2CCOCC2)N1C)OC 4-[2-(4-chloro-2-methoxy-6-methyl-phenyl)-1-methyl-imidazo[4,5-b]pyrazin-5-yl]morpholine